CS(=O)(=O)OCCC(C(F)(F)F)O[Si](C(C)(C)C)(C)C 3-{[dimethyl(2-methyl-2-propanyl)silyl]oxy}-4,4,4-trifluorobutyl methanesulfonate